[Pd].C1(=CC=CC=C1)P(C1=CC=CC=C1)C1=CC=CC=C1 (triphenylphosphine) Palladium